racemic-ethyl 3-[4-[2-[5-[(4-cyclopropylsulfanyl-6,7-difluoro-1H-indol-5-yl)oxy]-2-fluoro-phenyl]-1H-imidazol-4-yl]-4-methyl-chroman-8-yl]propanoate C1(CC1)SC1=C2C=CNC2=C(C(=C1OC=1C=CC(=C(C1)C=1NC=C(N1)[C@@]1(CCOC2=C(C=CC=C12)CCC(=O)OCC)C)F)F)F |r|